FC(C=1C(=NC(=NC1)NC=1C(=NN(C1)C1CC2CCC(C1)N2C)C)NCCCN2C(OC(CC2)(C)C)=O)F 3-(3-((5-(difluoromethyl)-2-((3-methyl-1-(8-methyl-8-azabicyclo[3.2.1]octan-3-yl)-1H-pyrazol-4-yl)amino)pyrimidin-4-yl)amino)propyl)-6,6-dimethyl-1,3-oxazinan-2-one